3-pentyn CCC#CC